NCC(=O)NC=1NC=2N(C(C1C1=CC=C(C=C1)OC)=O)N=C(C2C2=CC=CC=C2)C2=CC=CC=C2 2-amino-N-(6-(4-methoxyphenyl)-7-oxo-2,3-diphenyl-4,7-dihydropyrazolo[1,5-a]pyrimidin-5-yl)acetamide